I[14CH]1CCCCCCCCCCCCCC1 iodo-cyclopentadecane-1-14C